N-(1-(1-(2,4-bis(trifluoromethyl)phenyl)ethyl)-5-methyl-1H-pyrazol-4-yl)-[2,3'-bipyridine]-5'-carboxamide FC(C1=C(C=CC(=C1)C(F)(F)F)C(C)N1N=CC(=C1C)NC(=O)C=1C=C(C=NC1)C1=NC=CC=C1)(F)F